NC1=CC=C2C(=N1)N(N=C2)C 6-Amino-1-methyl-1H-pyrazolo[3,4-b]pyridin